(S)-1-(3-ethoxy-4-methoxyphenyl)-2-(methylsulfonyl)ethanamine N-acetyl-L-valine salt C(C)(=O)N[C@@H](C(C)C)C(=O)O.C(C)OC=1C=C(C=CC1OC)[C@@H](CS(=O)(=O)C)N